4-((2-(2-isopropylphenyl)-8-oxo-7,8-dihydro-9H-purin-9-yl)methyl)-N-methylbenzamide C(C)(C)C1=C(C=CC=C1)C1=NC=C2NC(N(C2=N1)CC1=CC=C(C(=O)NC)C=C1)=O